(R)-3-(5-(chloromethyl)-6-methylpyridin-3-yl)-3-(1-cyclopropyl-4-methyl-1H-benzo[d][1,2,3]triazol-5-yl)-2,2-dimethylpropanoate ClCC=1C=C(C=NC1C)[C@H](C(C(=O)[O-])(C)C)C1=C(C2=C(N(N=N2)C2CC2)C=C1)C